2-(4-cyclopropyl-2-fluoro-6-methylphenyl)-5-(4-ethylpiperazin-1-yl)-2,6-dihydro-7H-[1,2,3]triazolo[4,5-d]pyrimidin-7-one C1(CC1)C1=CC(=C(C(=C1)C)N1N=C2C(N=C(NC2=O)N2CCN(CC2)CC)=N1)F